C(C)OC(\C=C/C1=CC(OC)=C(O)C=C1)=O cis-ferulic acid ethyl ester